OCC(C)(C)NC(=O)C=1C=2C[C@@H]3[C@H](C2N(N1)C1=NC=C(N=C1)OC)C3 (1aR,5aR)-2-(5-methoxypyrazin-2-yl)-1a,2,5,5a-tetrahydro-1H-2,3-diaza-cyclopropa[a]pentalene-4-carboxylic Acid (2-Hydroxy-1,1-dimethyl-ethyl)-amide